C(CC(C)CCC=C(C)C)(=O)OCC[N+](C)(C)C Choline citronellate